FC1=C(CNC(=O)C2CCN(CC2)C2=CC(=C(C=C2)F)C)C=CC(=C1C=1NC(C=C(N1)C(F)(F)F)=O)C(F)(F)F N-{2-fluoro-3-[6-oxo-4-(trifluoromethyl)-1,6-dihydropyrimidin-2-yl]-4-(trifluoromethyl)benzyl}-1-(4-fluoro-3-methylphenyl)piperidine-4-carboxamide